NC1=C(C=C(C=N1)C=1C=C2N(N1)CCC21CN(CC1)C(=O)NC(C)(C)C1=C(C=NC=C1)Cl)O[C@H](C)C1=CC=CC=C1 2'-{6-amino-5-[(1R)-1-phenylethoxy]pyridin-3-yl}-N-[2-(3-chloropyridin-4-yl)propan-2-yl]-5',6'-dihydrospiro[pyrrolidine-3,4'-pyrrolo[1,2-b]pyrazole]-1-carboxamide